C(C)OC(=O)C=1C(=NNC1NC(NC1=C(C=C(C(=C1)OCC=1C=CC=C2C=CN=CC12)OC)F)=O)C(=O)OCC diethyl-5-({[2-fluoro-5-(isoquinolin-8-ylmethoxy)-4-methoxyphenyl]carbamoyl}amino)-1H-pyrazole-3,4-dicarboxylic acid